(S)-8-(6-amino-5-((2-amino-3-chloropyridin-4-yl)thio)pyrazin-2-yl)-2-cyclopropyl-8-azaspiro[4.5]dec-2-ene-1-amine NC1=C(N=CC(=N1)N1CCC2(CC=C([C@H]2N)C2CC2)CC1)SC1=C(C(=NC=C1)N)Cl